C(C)(C)(C)N1CC(NC[C@@H](C1)O[Si](C)(C)C(C)(C)C)=O (6S)-4-tert-butyl-6-[tert-butyl(dimethyl)silyl]oxy-1,4-diazepan-2-one